FC(C1CN(C1)C1=CC2=C(C=C(O2)C(=O)O)C=C1)(F)F 6-[3-(trifluoromethyl)azetidin-1-yl]-1-benzofuran-2-carboxylic acid